BrC=1C(=C2COC(C2=CC1)=O)OCC1(CN(C1)C(=O)OC(C)(C)C)O tert-butyl 3-(((5-bromo-1-oxo-1,3-dihydroisobenzofuran-4-yl)oxy)methyl)-3-hydroxyazetidine-1-carboxylate